CC1=C(C=NC(=C1)C)NC1=C(C(NC=C1)=O)C(=O)NC1=CC=C(C=C1)N1CCN(CC1)C 4-((4,6-Dimethylpyridin-3-yl)amino)-N-(4-(4-methylpiperazin-1-yl)phenyl)-2-oxo-1,2-dihydropyridine-3-carboxamide